C(C)OC(C)=O.BrC1=C(N)C=CC=C1 2-bromoaniline Ethyl-acetate